Cl.Cl.C(N1N=CC(=C1)C=1C=CC(=C(C1)O)C1=CC2=C(N=N1)N(N=N2)C2CC(NC(C2)(C)C)(C)C)([2H])([2H])[2H] 5-[1-(2H3)-Methyl-1H-pyrazol-4-yl]-2-[3-(2,2,6,6-tetramethylpiperidin-4-yl)-3H-[1,2,3]triazolo[4,5-c]pyridazin-6-yl]phenol-Dihydrochlorid